C(OCCCCCNCCO)([O-])=O (5-((2-hydroxyethyl) amino) pentyl) carbonate